C1=2CN(CCOCCN(CC(=CC=C1)N2)[C@@H](C(=O)[O-])CCC(=O)NC[C@@H]([C@H]([C@@H]([C@@H](CO)O)O)O)O)[C@@H](C(=O)[O-])CCC(NC[C@@H]([C@H]([C@@H]([C@@H](CO)O)O)O)O)=O.[Mn+2] manganese(2+) (2R,2'R)-2,2'-[6-oxa-3,9,15-triazabicyclo[9.3.1]pentadeca-1(15),11,13-triene-3,9-diyl]bis(5-oxo-5-{[(2S,3R,4R,5R)-2,3,4,5,6-pentahydroxyhexyl]amino}pentanoate)